amino-1,8-naphthalenedicarboxylic acid NC1=C(C2=C(C=CC=C2C=C1)C(=O)O)C(=O)O